FC1=C(C(=CC=C1)F)C=1C=2C=3CCCCOC3SC2NC([C@@H](N1)C)=O (5S)-3-(2,6-difluorophenyl)-5-methyl-11-oxa-9-thia-4,7-diazatricyclo[8.5.0.02,8]pentadeca-1(10),2(8),3-trien-6-one